FC1=C(N=C(S1)[C@H](C)N)C (S)-1-(5-fluoro-4-methylthiazol-2-yl)ethan-1-amine